1-aminoethyl-3-methylimidazolium dicyanamide salt [N-](C#N)C#N.NC(C)C=1NC=C[N+]1C